[1-(6-bromo-3-pyridinyl)-1-methyl-ethoxy]-tert-butyl-dimethyl-silane BrC1=CC=C(C=N1)C(C)(O[Si](C)(C)C(C)(C)C)C